C(#N)C1=CC(=NC=C1)N1CC2(CN(C2)C(NN=C(C2=NC=CC=C2)C2=NC=CC=C2)=S)C1 6-(4-cyanopyridin-2-yl)-N'-(bis(pyridin-2-yl)methylene)-2,6-diazaspiro[3.3]heptane-2-thiohydrazide